FC1=CC=C(C=C1)C1=C(C=C2CNC(C2=C1)=O)C1=CN=CO1 6-(4-fluorophenyl)-5-(oxazol-5-yl)isoindolin-1-one